1-(2-hydroxyethylamino)-3-isostearoxy-2-propanol OCCNCC(COCCCCCCCCCCCCCCCC(C)C)O